N1=C(C=CC=C1)[C@@]1(CCOC2(CCCC2)C1)CCN 2-((R)-9-(pyridin-2-yl)-6-oxaspiro[4.5]decan-9-yl)ethylamine